CCCCCCCCCCCCCCCCC/C=C\C(=O)O cis-eicosenoic acid